(4-(3-amino-6-(1-isobutyrylpiperidin-4-yl)-1-methyl-1H-indazol-4-yl)phenyl)-1-isopropyl-2,4-dioxo-3-(pyridin-2-yl)-1,2,3,4-tetrahydropyrimidine-5-carboxamide NC1=NN(C2=CC(=CC(=C12)C1=CC=C(C=C1)C1=C(C(N(C(N1C(C)C)=O)C1=NC=CC=C1)=O)C(=O)N)C1CCN(CC1)C(C(C)C)=O)C